1-(4-(2-Chlorobenzyl)-3,4-dihydroquinoxalin-1(2H)-yl)-2-(pyrrolidin-1-yl)propan-1-one ClC1=C(CN2CCN(C3=CC=CC=C23)C(C(C)N2CCCC2)=O)C=CC=C1